NC1(CCN(CC1)C=1N=C(C2=C(N1)NC=C2C2=CC1=C(N=C(S1)C)C=C2)C#N)C2=C(C=C(C=C2)F)F 2-(4-amino-4-(2,4-difluorophenyl)piperidin-1-yl)-5-(2-methylbenzo[d]thiazol-6-yl)-7H-pyrrolo[2,3-d]pyrimidine-4-carbonitrile